4-(3-isopropyl-5-(piperidin-4-yl)-1H-indol-2-yl)-2-methoxyquinoline C(C)(C)C1=C(NC2=CC=C(C=C12)C1CCNCC1)C1=CC(=NC2=CC=CC=C12)OC